4-(difluoro((4-(1-methyl-1H-pyrazol-5-yl)phenyl)sulfonyl)methyl)-N-(pyridazin-4-yl)piperidine FC(C1CCN(CC1)C1=CN=NC=C1)(S(=O)(=O)C1=CC=C(C=C1)C1=CC=NN1C)F